pentane bis(trifluoromethylsulfonyl)imide [N-](S(=O)(=O)C(F)(F)F)S(=O)(=O)C(F)(F)F.CCCCC